FC(=CCC)Cl Fluorochlorobutene